oxalate manganese iron [Fe+2].[Mn+2].C(C(=O)[O-])(=O)[O-].C(C(=O)[O-])(=O)[O-]